tert-butyl 4-(tert-butylcarbamoyl)-4-ethyl-piperidine-1-carboxylate C(C)(C)(C)NC(=O)C1(CCN(CC1)C(=O)OC(C)(C)C)CC